N'-[7-(5-methyl-1,2,4-oxadiazol-3-yl)-1-isoquinolinyl]ethane-1,2-diamine CC1=NC(=NO1)C1=CC=C2C=CN=C(C2=C1)NCCN